C(C(=C)C)(=O)OCC[N+](C)(C)C 2-(trimethyl ammonio)ethyl methacrylate